[5-(4-aminocinnolin-7-yl)-2-methoxy-4-(1H-pyrazol-4-yl)phenyl]boronic acid NC1=CN=NC2=CC(=CC=C12)C=1C(=CC(=C(C1)B(O)O)OC)C=1C=NNC1